2-(3-Hydroxy-3-methyl-pyrrolidin-1-yl)-N-[7-methoxy-4-(1-methyl-1H-pyrazol-4-yl)-1H-benzoimidazol-2-yl]-isonicotinamide OC1(CN(CC1)C=1C=C(C(=O)NC2=NC3=C(N2)C(=CC=C3C=3C=NN(C3)C)OC)C=CN1)C